phenylphosphonic acid di(pentafluoropropyl) ester FC(COP(OCC(C(F)(F)F)(F)F)(=O)C1=CC=CC=C1)(C(F)(F)F)F